ClC1=CC=CC2=C1NC(=N2)CNC=2C=1N(N=C(C2)N2CCNCC2)C(=CN1)C1=CSC=C1 N-((7-chloro-1H-benzo[d]imidazol-2-yl)methyl)-6-(piperazin-1-yl)-3-(thiophen-3-yl)imidazo[1,2-b]pyridazin-8-amine